2-methyl-1-(3-morpholinopropyl)-N-(3-(trifluoromethyl)phenyl)-5-phenyl-1H-pyrrole-3-carboxamide CC=1N(C(=CC1C(=O)NC1=CC(=CC=C1)C(F)(F)F)C1=CC=CC=C1)CCCN1CCOCC1